FC1=C(C(=CC=C1N1CCCCC1)[N+](=O)[O-])NC(OC(C)(C)C)=O tert-butyl (2-fluoro-6-nitro-3-(piperidin-1-yl)phenyl)carbamate